NC1=CC(=C(C(=C1)F)N1C(N(C2=C(C3=C1C=C(C=C3)Cl)C=C(C=N2)Cl)CC)=O)F 7-(4-amino-2,6-difluorophenyl)-2,9-dichloro-5-ethyl-5,7-dihydro-6H-benzo[d]pyrido-[3,2-f][1,3]diazepin-6-one